(R)-3-chloro-N-ethyl-N-(2,2,2-trifluoro-1-(4-fluorophenyl)ethyl)imidazo[1,2-a]pyridine-2-sulfonamide ClC1=C(N=C2N1C=CC=C2)S(=O)(=O)N([C@@H](C(F)(F)F)C2=CC=C(C=C2)F)CC